O[C@H]1CC(N(C1)CC(=O)O)=O 2-((S)-4-hydroxy-2-oxopyrrolidin-1-yl)acetic acid